C1(CC1)C=1N=CC=2C=C3C(=C(C2C1)S(NCC(C)C)(=O)=O)CN(C3)CC(=O)NCC 2-[7-cyclopropyl-9-(2-methylpropylsulfamoyl)-1,3-dihydropyrrolo[3,4-g]Isoquinolin-2-yl]-N-ethyl-acetamide